CCC(CC)NC(=O)C1=NNC(=C1)C=1C=C(C=CC1)C=1OC(=CN1)C(=O)N[C@@H](C(=O)OC)C1=CC=CC=C1 (R)-Methyl 2-(2-(3-(3-(Pentan-3-Ylcarbamoyl)-1H-Pyrazol-5-yl)Phenyl)Oxazole-5-Carboxamido)-2-Phenylacetate